ClC1=C(C(=O)NC2=CC(=C(C=C2)Cl)C2=NC=CC=C2)C=CC(=C1)C(=O)NCCCO 2-Chloro-N1-(4-Chloro-3-(Pyridin-2-Yl)Phenyl)-N4-(3-Hydroxypropyl)Terephthalamide